5,5-dimethyl-3-[2-(7-methylspiro[1H-isobenzofuran-3,1'-cyclobutane]-4-yl)oxypyrimidin-5-yl]imidazolidine-2,4-dione CC1(C(N(C(N1)=O)C=1C=NC(=NC1)OC1=C2C(=C(C=C1)C)COC21CCC1)=O)C